NC1=C(C(=NC(=C1Cl)N1N=C(C=C1C1=CC=C(C=C1)C)C(F)F)C#N)Cl 4-amino-3,5-dichloro-6-(3-difluoromethyl-5-(p-tolyl)-1H-pyrazol-1-yl)-2-pyridinecarbonitrile